ClC1=CC=C(C(=N1)C(=O)O)N[C@H](C)C1=C2N=C(C(=NC2=CC(=C1)C)C#N)N1CCC2(CCOC2)CC1 (R)-6-chloro-3-((1-(2-cyano-7-methyl-3-(2-oxa-8-azaspiro[4.5]decan-8-yl)quinoxalin-5-yl)ethyl)amino)picolinic acid